menthyl-carboxylate C1(CC(C(CC1)C(C)C)C(=O)[O-])C